NC=1C2=C(N=CN1)N(C=C2C=2C(=C(C=CC2)NS(=O)(=O)C2=CC(=C(C(=C2)C)OC)C)F)C N-[3-(4-amino-7-methyl-7H-pyrrolo[2,3-d]pyrimidin-5-yl)-2-fluoro-phenyl]-4-methoxy-3,5-dimethyl-benzenesulfonamide